4-(2-Methoxyethyl)piperidin-4-amine COCCC1(CCNCC1)N